2-(4-hydroxyphenyl)piperidine-1-carboxylic acid tert-butyl ester C(C)(C)(C)OC(=O)N1C(CCCC1)C1=CC=C(C=C1)O